FC=1C=C2C=NN(C2=CC1COC1=CC=CC(=N1)C1CCNCC1)C 4-(6-((5-fluoro-1-methyl-1H-indazol-6-yl)methoxy)pyridin-2-yl)piperidin